4-{2-(cyclopropylmethoxy)-5-[(3,3-difluoroazetidin-1-yl)sulfonyl]phenyl}-6-methyl-1,6-dihydro-7H-pyrrolo[2,3-c]pyridin-7-one C1(CC1)COC1=C(C=C(C=C1)S(=O)(=O)N1CC(C1)(F)F)C=1C2=C(C(N(C1)C)=O)NC=C2